COC1=NC=CC(=C1N1C(=NC=2C1=NC(=CN2)NS(=O)(=O)C)C2=NC(=CC=C2)OCC)OC N-(1-(2,4-dimethoxypyridin-3-yl)-2-(6-ethoxypyridin-2-yl)-1H-imidazo[4,5-b]pyrazin-6-yl)methanesulfonamide